(2-bromo-3-methylphenyl)(pyrrolidin-1-yl)methanone BrC1=C(C=CC=C1C)C(=O)N1CCCC1